3-phenylpyrrolo[1,2-a]quinoxaline C1(=CC=CC=C1)C=1C=CN2C1C=NC1=CC=CC=C21